N-(4-(5-cyanopyridin-3-yl)phenyl)-2-(2-(cyclopropanesulfonamido)thiazol-4-yl)-2-methylpropanamide C(#N)C=1C=C(C=NC1)C1=CC=C(C=C1)NC(C(C)(C)C=1N=C(SC1)NS(=O)(=O)C1CC1)=O